Cyclopropyl((2R,4R)-2-ethynyl-4-hydroxypyrrolidin-1-yl)methanone C1(CC1)C(=O)N1[C@H](C[C@H](C1)O)C#C